methyl 1-benzyl-3-chloro-1H-pyrazolo[3,4-d]pyrimidine-6-carboxylate C(C1=CC=CC=C1)N1N=C(C=2C1=NC(=NC2)C(=O)OC)Cl